CS(=O)(=O)C=1C=C(C(=C(C1)S(=O)(=O)N)C(=O)OC)CN 5-methanesulfonyl-aminomethyl-2-methoxycarbonyl-benzenesulfonamide